N1=CC=C(C2=NC=CC=C12)OC1=C(C=C(N)C=C1)F 4-((1,5-naphthyridin-4-yl)oxy)-3-fluoroaniline